C(#N)C1=CC(=C(C(=O)O)C=C1)C=1N(C(=C(C1)C(=O)N(C1=CC=C(C=C1)OCOCC[Si](C)(C)C)CC1=C(C=CC=C1)OC)C)C 4-cyano-2-(4-{[(2-methoxybenzyl)(4-{[2-(trimethylsilyl)ethoxy]methoxy}phenyl)amino]carbonyl}-1,5-dimethyl-1H-pyrrol-2-yl)benzoic acid